OC=1C=C(C=CC1)C(F)(F)F META-HYDROXYBENZOTRIFLUORIDE